NC1=C(C=2N=C(C=3N(C2N1C1=C(C(=CC=C1C)OC)C)N=CN3)C)C#N 7-amino-8-(3-methoxy-2,6-dimethylphenyl)-4-methyl-8H-pyrrolo[3,2-e][1,2,4]triazolo[1,5-a]pyrazine-6-carbonitrile